3-((2,3-difluorobenzyl)oxy)-6,7,8,9,9a,10-hexahydro-1H-pyrido[1',2':3,4]imidazo[1,2-c]pyrimidin-1-one FC1=C(COC=2C=C3N(C(N2)=O)CC2N3CCCC2)C=CC=C1F